NCC(=O)O.NCC(=O)O.[Fe] iron bisglycine